FC1=C(C(=CC=C1)C)N1CCC(CC1)C1=CC2=C(N=C(N=C2)C)N(C1=O)CC1=NC=CC=C1C(F)(F)F 6-(1-(2-fluoro-6-methylphenyl)piperidin-4-yl)-2-methyl-8-((3-(trifluoromethyl)pyridin-2-yl)methyl)pyrido[2,3-d]pyrimidin-7(8H)-one